OC(C)(C)C=1SC(=CN1)S(=O)(=NC(CC1=C(C=C(C=C1C(C)C)C=1C=C2CCOCC2=CC1)C(C)C)=O)NC(OC(C)(C)C)=O tert-butyl (2-(2-hydroxypropan-2-yl)-N-(2-(4-(isochroman-6-yl)-2,6-diisopropylphenyl)acetyl)thiazole-5-sulfonimidoyl)carbamate